Calcium perchlorat Cl(=O)(=O)(=O)[O-].[Ca+2].Cl(=O)(=O)(=O)[O-]